N-{4-[(3-chloro-1H-pyrrolo[2,3-b]pyridin-4-yl)oxy]-3,5-difluorophenyl}-6-thia-8-azaspiro[3.5]non-7-en-7-amine ClC1=CNC2=NC=CC(=C21)OC2=C(C=C(C=C2F)NC=2SCC1(CCC1)CN2)F